3-(((3-methylbenzyl)oxy)methyl)-4,5-dihydroisoxazole CC=1C=C(COCC2=NOCC2)C=CC1